METHYLSILANETRIOL C[Si](O)(O)O